C(#N)C1=C(C=C(C(=C1)F)F)[C@H](CC)C=1C=NN(C1)C (1S,2R)-1-(2-cyano-4,5-difluorophenyl)-1-(1-methyl-1H-pyrazol-4-yl)propan